C(C)(=O)N1[C@H]([C@@H](N(CC1)C(C=C)=O)C)C=1C(=C(C=C(C1)Cl)C1=CC(=NC(=C1)OC)C(=O)NC)F 4-(3-((2S,3S)-1-acetyl-4-acryloyl-3-methylpiperazin-2-yl)-5-chloro-2-fluorophenyl)-6-methoxy-N-methylpicolinamide